tert-butyl (R)-3-((S)-1-(tert-butoxy)-3-(3-formylbenzofuran-6-yl)-1-oxopropan-2-yl)pyrrolidine-1-carboxylate C(C)(C)(C)OC([C@@H](CC1=CC2=C(C(=CO2)C=O)C=C1)[C@@H]1CN(CC1)C(=O)OC(C)(C)C)=O